O=C1N(C(C2=CC=CC=C12)=O)CCC(CCCC1=C(C=CC(=C1)OC)S(=O)(=O)N)(F)F (6-(1,3-dioxoisoindolin-2-yl)-4,4-difluorohexyl)-4-methoxybenzenesulfonamide